FC1=C(C2=C(N(C1=O)C)N(C(=N2)CC#N)C)N2[C@H](CN([C@@H](C2)C)C(C)C2=C(C=C(C=C2)F)C(F)(F)F)C 2-(6-fluoro-7-((2S,5R)-4-(1-(4-fluoro-2-(trifluoromethyl)phenyl)ethyl)-2,5-dimethylpiperazin-1-yl)-3,4-dimethyl-5-oxo-4,5-dihydro-3H-imidazo[4,5-b]pyridin-2-yl)acetonitrile